BrC=1C=C(C(=NC1)F)C=1N=NN(C1)C=1C(=CC(=C(C(=O)NC2CC2)C1)F)C 5-(4-(5-bromo-2-fluoropyridin-3-yl)-1H-1,2,3-triazol-1-yl)-N-cyclopropyl-2-fluoro-4-methylbenzamide